3-[2-(4-chloro-3-fluorophenoxy)acetamido]-N-(pyridin-4-yl)bicyclo[1.1.1]pentane-1-carboxamide ClC1=C(C=C(OCC(=O)NC23CC(C2)(C3)C(=O)NC3=CC=NC=C3)C=C1)F